phosphinopyridone oxide PC=1C([NH+](C=CC1)[O-])=O